(2-benzyloxyphenyl)boronic acid C(C1=CC=CC=C1)OC1=C(C=CC=C1)B(O)O